9-(4-fluorophenyl)-2,5-dihydroxy-1,1-dimethyl-1,2,3,9-tetrahydrospiro[carbazole-4,1'-cyclobutane]-3'-carboxylic acid FC1=CC=C(C=C1)N1C2=CC=CC(=C2C2=C1C(C(CC21CC(C1)C(=O)O)O)(C)C)O